The molecule is a 2-aminopurine that is the 6-thiono derivative of 2-amino-1,9-dihydro-6H-purine. Incorporates into DNA and inhibits synthesis. Used in the treatment of leukaemia. It has a role as an antineoplastic agent, an antimetabolite and an anticoronaviral agent. C1=NC2=C(N1)C(=S)N=C(N2)N